CC(C(CCCCCCC)C(=O)[O-])C(=O)[O-] Decane-2,3-dicarboxylate